N1CC(C1)CNC(=O)C1CN(CCC1)CC1=CC=C(C=C1)NC1=NC=CC(=N1)NC1=NC(=NC=C1)C1=NC(=CC=C1)C N-(azetidin-3-ylmethyl)-1-[[4-[[4-[[2-(6-methyl-2-pyridyl)pyrimidin-4-yl]amino]pyrimidin-2-yl]amino]phenyl]methyl]piperidine-3-carboxamide